O=CCOC=1C(C(=O)O)=CC(=CC1)Br 2-Oxo-ethyl-5-bromo-salicylic acid